C(C)(C)(C)OC(C1=NC(=CC=C1\C=C\CCCOS(=O)(=O)C1=CC=C(C)C=C1)Cl)=O (E)-6-chloro-3-(5-(p-toluenesulfonyloxy)pent-1-en-1-yl)picolinic acid tert-butyl ester